S-((3-(5-(((5-fluoro-2,3-dihydrobenzofuran-4-yl)methyl)amino)-1-iodoimidazo[1,5-c]pyrimidin-8-yl)-6-methylpyridin-2-yl)methyl) ethanethioate C(C)(SCC1=NC(=CC=C1C=1C=2N(C(=NC1)NCC1=C(C=CC3=C1CCO3)F)C=NC2I)C)=O